C(C)(C)(C)OC(=O)N1[C@@H](CC(CC1)=O)C(=O)O (S)-1-(tert-butoxycarbonyl)-4-oxopiperidin-2-carboxylic acid